2-amino-N-(1-(8-((1-methyl-1H-pyrazol-4-yl)ethynyl)-1-oxo-2-phenyl-1,2-dihydroisoquinolin-3-yl)cyclopropyl)pyrazolo[1,5-a]pyrimidine-3-carboxamide NC1=NN2C(N=CC=C2)=C1C(=O)NC1(CC1)C=1N(C(C2=C(C=CC=C2C1)C#CC=1C=NN(C1)C)=O)C1=CC=CC=C1